N-benzyl-1H-benzimidazol-2-amine C1=CC=C(C=C1)CNC2=NC3=CC=CC=C3N2